C1(CC1)C1=CC=CC=2C=3N(C(=NC12)N[C@H]1C(NCCCC1)=O)N=C(N3)C=3C=NN(C3)C (3R)-3-{[7-cyclopropyl-2-(1-methyl-1H-pyrazol-4-yl)[1,2,4]triazolo[1,5-c]quinazolin-5-yl]amino}azepan-2-one